2-[5-fluoro-2-(trifluoromethoxy)pyridin-4-yl]propionic acid FC=1C(=CC(=NC1)OC(F)(F)F)C(C(=O)O)C